4-(4-methyl-1H-imidazol-1-yl)-N-[(1s,4s)-4-{[4-cyano-3-(trifluoromethyl)phenyl]amino}cyclohexyl]benzamide CC=1N=CN(C1)C1=CC=C(C(=O)NC2CCC(CC2)NC2=CC(=C(C=C2)C#N)C(F)(F)F)C=C1